tert-butyl (S)-(tert-butoxycarbonyl)(5-(4-(dimethylcarbamoyl)-3-methylpiperazin-1-yl)-7-(N-(1-methylcyclopropyl)sulfamoyl)quinolin-2-yl)carbamate C(C)(C)(C)OC(=O)N(C(OC(C)(C)C)=O)C1=NC2=CC(=CC(=C2C=C1)N1C[C@@H](N(CC1)C(N(C)C)=O)C)S(NC1(CC1)C)(=O)=O